Terephthalic acid, ethyl ester C(C1=CC=C(C(=O)[O-])C=C1)(=O)OCC